[N+](=O)([O-])C1=CC=C(C=C1)S(=O)(=O)O (Z)-4-nitrobenzenesulfonic acid